C1(COCC=2NC(C=3C=CC=CC3C21)=O)=O 4,5-dihydropyrano[3,4-c]Isoquinoline-1,6-dione